benzyl (3ar,4r,5r,6as)-5-(2-fluorophenoxy)-3a,4-dihydroxyhexahydrocyclopenta[c]pyrrole-2(1H)-carboxylate FC1=C(O[C@H]2[C@H]([C@]3([C@H](CN(C3)C(=O)OCC3=CC=CC=C3)C2)O)O)C=CC=C1